[Pd](Cl)Cl.C1(=CC=CC=C1)P([C-]1C=CC=C1)C1=CC=CC=C1.[C-]1(C=CC=C1)P(C1=CC=CC=C1)C1=CC=CC=C1.[Fe+2] [1,1'-bis-diphenylphosphino-ferrocene] palladium (II) dichloride